5-chloro-N-[(1S)-1-[2-(cyclopropylamino)-2-oxo-acetyl]-4,4-difluoro-pentyl]-2-[(3-fluorobenzoyl)amino]pyridine-3-carboxamide ClC=1C=C(C(=NC1)NC(C1=CC(=CC=C1)F)=O)C(=O)N[C@@H](CCC(C)(F)F)C(C(=O)NC1CC1)=O